8-(2-chloro-3-fluorophenyl)-9-(4-((1-(3-fluoropropyl)azetidin-3-ylidene)methyl)phenyl)-6,7-dihydro-5H-benzo[7]annulene-3-carboxylic acid ClC1=C(C=CC=C1F)C=1CCCC2=C(C1C1=CC=C(C=C1)C=C1CN(C1)CCCF)C=CC(=C2)C(=O)O